O(C1=CC=CC=C1)C1=CC=C(C=C1)C1=NC(=NC(=C1)N1CC2=C(CCC1)C=CC=C2)N 4-(4-Phenoxyphenyl)-6-(1,3,4,5-tetrahydro-2H-benzo[c]azepin-2-yl)pyrimidin-2-amine